C12COCCC2(C1)C1=NC=CC(=C1NC(=O)C=1C=NC(=NC1)C(C)C)C1=CC=CC=C1 (±)-N-(2-(3-oxabicyclo[4.1.0]heptan-6-yl)-4-phenylpyridin-3-yl)-2-isopropylpyrimidine-5-carboxamide